t-butylaminopropyl methacrylate C(C(=C)C)(=O)OCCCNC(C)(C)C